CSC=1N=CC2=C(N1)N=CC=C2 2-Methylthiopyrido[2,3-d]pyrimidin